NC1=NC=NN2C1=CC=C2[C@]2([C@@H]([C@@H]([C@H](O2)COP(=O)(OC2=CC=CC=C2)N[C@@H](C)C(=O)O)O)O)C#N N-((((2R,3S,4R,5R)-5-(4-aminopyrrolo[2,1-f][1,2,4]triazine-7-yl)-5-cyano-3,4-dihydroxytetrahydrofuran-2-yl)methoxy)(phenoxy)phosphoryl)-L-alanine